COC1=CC=C(C=C1)CN1CC2=C(CNC1=O)C=CC=C2 4-[(4-methoxyphenyl)methyl]-1,5-dihydro-2,4-benzodiazepine-3-one